COC1=C(C=CC(=C1)OC)CN1CCN=C([C@@H]1C)OCC |r| (SR)-4-[(2,4-Dimethoxyphenyl)methyl]-6-ethoxy-5-methyl-3,5-dihydro-2H-pyrazine